C(CCCCCCCCCCCCCCC)(=O)OCCC n-propyl palmitate